C(CCCCCCCCCCC\C=C/CCCCCCCC)CC(=O)O erucylacetic acid